4-chloro-1,2-dihydro-3H-pyrrolo[3,4-c]pyridin-3-one ClC1=NC=CC2=C1C(NC2)=O